2-(2-(silacyclobut-3-yl)-5-oxo-8-(trifluoromethyl)pyrazolo[1,5-a]pyrido[3,2-e]pyrimidin-4(5H)-yl)-N-(5-fluoropyridin-2-yl)acetamide [SiH2]1CC(C1)C1=NN2C(N(C(C3=C2N=C(C=C3)C(F)(F)F)=O)CC(=O)NC3=NC=C(C=C3)F)=C1